NC1=C2C([C@@]3([C@@](OC4=C3C=CC(=C4)OC)(C2=CC=C1)O)NC(C)=O)=O N-((4bS,9bS)-1-amino-4b-hydroxy-7-methoxy-10-oxo-9b,10-dihydro-4bH-indeno[1,2-b]benzofuran-9b-yl)acetamide